BrC=1C=CC(=C(C1)C(C(C)C)=O)O 1-(5-bromo-2-hydroxy-phenyl)-2-methyl-propan-1-one